Erbium titanium oxide [O-2].[Ti+4].[Er+3]